4-(3-(3,7-diazabicyclo[3.3.1]nonane-3-carbonyl)-1-(2-fluoro-4-isopropylphenyl)-1H-pyrazole-5-yl)-2-fluorobenzonitrile C12CN(CC(CNC1)C2)C(=O)C2=NN(C(=C2)C2=CC(=C(C#N)C=C2)F)C2=C(C=C(C=C2)C(C)C)F